4-[[5-(benzothien-3-yl)tetrazol-2-yl]methyl]benzohydroxamic acid S1C=C(C2=C1C=CC=C2)C=2N=NN(N2)CC2=CC=C(C(=O)NO)C=C2